FC(=CC1=CC=C(C(=C1N1CCCCC1)C(F)(F)F)OC1=C(C=CC=C1)F)C1=NC(=CN=C1)SC 1-(6-(2-fluoro-2-(6-(methylthio)pyrazin-2-yl)vinyl)-3-(2-fluorophenoxy)-2-(trifluoromethyl)phenyl)piperidin